[2H]C(OC=1C(=CC=2CCN3CC=4C(=C(C=CC4CC3C2C1)OC([2H])([2H])[2H])OC([2H])([2H])[2H])OC([2H])([2H])[2H])([2H])[2H] 2,3,9,10-tetra-[(trideutero)-methoxy]-6,8,13,13a-tetrahydro-5H-isoquinolino[2,1-b]Isoquinoline